indium (Iii) nitrogen [N+3].[In+3]